C(C)(C)(C)OC(=O)N1C[C@@H](CCC1)NC=1C(N(C(=NN1)C1=C(C=C(C=C1)C(F)(F)F)OC)C)=O tert-Butyl-(R)-3-((3-(2-methoxy-4-(trifluoromethyl)phenyl)-4-methyl-5-oxo-4,5-dihydro-1,2,4-triazin-6-yl)amino)piperidine-1-carboxylate